[1-(1-Acetylpyrazol-3-yl)-3-oxo-inden-5-yl] acetate ([1-(1-acetylpyrazol-3-yl)-3-oxo-indan-5-yl] acetate) C(C)(=O)N1N=C(C=C1)C1CC(C2=CC(=CC=C12)CC(=O)O)=O.C(C)(=O)OC=1C=C2C(C=C(C2=CC1)C1=NN(C=C1)C(C)=O)=O